Methyl (S)-2-((S)-3-cyclopropyl-2-(2-((S)-1-(2,3-difluorobenzyl)-5-oxopyrrolidin-2-yl)acetamido)propanamido)-3-(4-fluorophenyl)propanoate C1(CC1)C[C@@H](C(=O)N[C@H](C(=O)OC)CC1=CC=C(C=C1)F)NC(C[C@H]1N(C(CC1)=O)CC1=C(C(=CC=C1)F)F)=O